Cl.BrC=1C=C2C=NC=NN2C1 6-bromopyrrolo[2,1-f][1,2,4]Triazine hydrochloride